C(C)C1=C(N=C(C(=N1)C(=O)N)NC1=CC(=CC=C1)CCNC([C@H](C)N(C(\C=C\CNC)=O)C)=O)C (S,E)-6-ethyl-5-methyl-3-((3-(2-(2-(N-methyl-4-(methylamino)but-2-enamido)propanamido)ethyl)phenyl)amino)pyrazine-2-carboxamide